C(C(=O)C)(=O)O.C(C(=O)C)(=O)O pyruvic acid (Pyruvate)